(5-(2-azidoethyl)-2-(trifluoromethoxy)phenyl)methanol N(=[N+]=[N-])CCC=1C=CC(=C(C1)CO)OC(F)(F)F